((1R,3s,5S)-8-azabicyclo[3.2.1]oct-3-yl)-N-methyl-4-(2-(1-methyl-1H-pyrazolo[3,4-b]pyrazin-3-yl)cyclopropyl)benzamide [C@H]12CC(C[C@H](CC1)N2)C2=C(C(=O)NC)C=CC(=C2)C2C(C2)C2=NN(C1=NC=CN=C12)C